2-(5-(4-bromophenyl)-3-(2-methoxyphenyl)-4,5-dihydro-1H-pyrazol-1-yl)-4-methylthiazole BrC1=CC=C(C=C1)C1CC(=NN1C=1SC=C(N1)C)C1=C(C=CC=C1)OC